FC=1C=C(C=C(C1F)F)C1=C(C=CC=C1)NC(=O)C=1C(=NN(C1Cl)C)C(F)F N-(3',4',5'-trifluorobiphenyl-2-yl)-5-chloro-3-difluoromethyl-1-methylpyrazol-4-yl-carboxamide